oxazol-2-yl-boric acid O1C(=NC=C1)OB(O)O